CC1=NC(=CC=C1C1=CC(=NC2=C(N=CC=C12)C1=CC=NN1C1OCCCC1)N1[C@@H](COCC1)C)SC 4-[2-methyl-6-(methylsulfanyl)pyridin-3-yl]-2-[(3R)-3-methylmorpholin-4-yl]-8-[1-(tetrahydro-2H-pyran-2-yl)-1H-pyrazol-5-yl]-1,7-naphthyridine